ICCCCCCC 1-iodoheptan